1-chloro-3,3-diethoxypropane ClCCC(OCC)OCC